O=C1C(CC2=CC=CC=C12)C(=O)OC(C)(C)C 1,1-dimethylethyl 1-oxo-2,3-dihydro-1H-indene-2-carboxylate